2-[3-[ethoxy(phenyl)phosphoryl]carbonyl-2,4,6-trimethyl-anilino]-2-oxo-acetic acid ethyl ester C(C)OC(C(=O)NC1=C(C(=C(C=C1C)C)C(=O)P(=O)(C1=CC=CC=C1)OCC)C)=O